3-(3-bromophenyl)-N-phenylpropanamide BrC=1C=C(C=CC1)CCC(=O)NC1=CC=CC=C1